(2-{6-oxo-8-thia-4,5-diazatricyclo[7.4.0.02,7]trideca-1(9),2(7),3-trien-5-yl}-4-(tetramethyl-1,3,2-dioxaborolan-2-yl)pyridin-3-yl)methyl acetate C(C)(=O)OCC=1C(=NC=CC1B1OC(C(O1)(C)C)(C)C)N1N=CC=2C=3CCCCC3SC2C1=O